4-fluorophenoxymethylimidazo[1,2-a]pyrimidine FC1=CC=C(OCC=2N=C3N(C=CC=N3)C2)C=C1